FC1=CC=C(C=C1)[C@@H]1N(CCC2=CC=CC=C12)C(=O)[C@@H]1C[C@H](C1)CNC(OC(C)(C)C)=O tert-butyl ((trans-3-((S)-1-(4-fluorophenyl)-1,2,3,4-tetrahydroisoquinoline-2-carbonyl)cyclobutyl)methyl)carbamate